C(C1=CC=CC=C1)OC1CCC(CC1)C=1C(=C(C(=O)N)C=C(C1)O)C1=C(CCC2=CC(=CC=C12)OC(C)(C)C)C1=CC=CC=C1 ((1r,4r)-4-(benzyloxy)cyclohexyl)-2-(6-(tert-butoxy)-2-phenyl-3,4-dihydronaphthalen-1-yl)-5-hydroxybenzoamide